ethyl 5-cinnamylamino-3-methylbenzofuran-2-carboxylate C(C=CC1=CC=CC=C1)NC=1C=CC2=C(C(=C(O2)C(=O)OCC)C)C1